C1(CC1)C=1C=C(C=CC1)NC(=O)[C@@H]1NCCCC1 (R)-N-(3-cyclopropylphenyl)piperidine-2-carboxamide